6-amino-3-ethyl-1-isopropyl-1H-imidazo[4,5-b]pyridin-2(3H)-one NC=1C=C2C(=NC1)N(C(N2C(C)C)=O)CC